NC(CCC(=O)OC(C)(C)C)(CCC(=O)OC(C)(C)C)CCC(=O)OC(C)(C)C di-tert-butyl 4-amino-4-[2-(tert-butoxycarbonyl)ethyl]heptanedioate